methyl 4-((N-(1,3-dimethyl-2-oxo-2,3-dihydro-1H-benzo[d]imidazol-5-yl)methylsulfonamido)methyl)benzoate CN1C(N(C2=C1C=CC(=C2)N(S(=O)(=O)C)CC2=CC=C(C(=O)OC)C=C2)C)=O